C(C)OC(\C=C(\CC1=C(C=C(C(=C1)F)F)F)/NC(C)=O)=O (Z)-3-acetylamino-4-(2,4,5-trifluorophenyl)-2-butenoic acid ethyl ester